4-(4-fluorophenyl)-6-isopropyl-2-(methylamino)pyrimidine-5-carbaldehyde FC1=CC=C(C=C1)C1=NC(=NC(=C1C=O)C(C)C)NC